C(C1=CC=CC=C1)COC1=C(C=CC=C1)O 2-(Benzylmethoxy)phenol